(3-(2-((2-hydroxy-3-methylbutyl)amino)-5-(trifluoromethyl)pyrimidin-4-yl)-1H-indol-7-yl)dimethylphosphine oxide OC(CNC1=NC=C(C(=N1)C1=CNC2=C(C=CC=C12)P(C)(C)=O)C(F)(F)F)C(C)C